C(CCC)N(CCCC)C[C-]1C(=CC=C1)P(C(C)(C)C)C(C)(C)C.[CH-]1C=CC=C1.[Fe+2] 1-(N,N-dibutylaminomethyl)-2-(di-t-butylphosphino)ferrocene